(R)-1-(3-(4-(tert-butoxy)-4-oxobutanamido)phenyl)-3-(3,4-dimethoxyphenyl)propyl (S)-4-(4-(acryloyloxy)-3,3-dimethyl-2-oxobutanoyl)morpholine-3-carboxylate C(C=C)(=O)OCC(C(C(=O)N1[C@@H](COCC1)C(=O)O[C@H](CCC1=CC(=C(C=C1)OC)OC)C1=CC(=CC=C1)NC(CCC(=O)OC(C)(C)C)=O)=O)(C)C